2-(5-(5-(5-chloropyridin-3-yl)-1,2,4-oxadiazol-3-yl)-2-oxopyridin-1(2H)-yl)-N-ethylacetamide ClC=1C=C(C=NC1)C1=NC(=NO1)C=1C=CC(N(C1)CC(=O)NCC)=O